2-(2-(2-(4-(3-(2,4-dihydroxy-5-isopropylphenyl)-5-mercapto-4H-1,2,4-triazol-4-yl)phenoxy)ethoxy)ethyl)acetamide OC1=C(C=C(C(=C1)O)C(C)C)C1=NN=C(N1C1=CC=C(OCCOCCCC(=O)N)C=C1)S